boron bis(azelate) C(CCCCCCCC(=O)[O-])(=O)[O-].C(CCCCCCCC(=O)O)(=O)[O-].[B+3]